C(C)(C)CC(=O)[O-].C(C)(C)CC(=O)[O-].[Al+2] aluminum di(isopropylacetate)